COCCOCCOC1CC(C1)OCC1=CC=CC=C1 (((1s,3s)-3-(2-(2-methoxyethoxy)ethoxy)cyclobutoxy)methyl)benzene